CS(=O)(=O)C=1C=NC2=CC=CC=C2C1C1=CC=CC=C1 3-(methylsulfonyl)-4-phenylquinoline